COC1=NC=C(C(=N1)OC)C=1C=C(C=2N(N1)C(=CN2)F)N2C[C@@H](C(C2)(F)F)O (S)-1-(6-(2,4-dimethoxypyrimidin-5-yl)-3-fluoroimidazo[1,2-b]pyridazin-8-yl)-4,4-difluoropyrrolidin-3-ol